methyl 2-(4-(2-acetoxyethyl) phenyl)-2-methylpropanoate C(C)(=O)OCCC1=CC=C(C=C1)C(C(=O)OC)(C)C